2-METHYLHEXYL ACETATE C(C)(=O)OCC(CCCC)C